CC1=NOC(=C1C=1C=C2C=C(N=CC2=CC1)N)C 6-(3,5-dimethylisoxazol-4-yl)isoquinolin-3-amine